CC(C)C(C(C(CC=C)(C)C)=O)(C)C 2,3,3,5,5-pentamethyloct-7-en-4-one